CC1(N(CCOCC1)CC(=O)NC=1C=C(C(=NC1)C)NC(=O)C=1N=NN2C1C=CC(=C2)C=2C=NN(C2)C)C N-[5-[[2-(5,5-dimethyl-1,4-oxazepan-4-yl)acetyl]amino]-2-methyl-3-pyridyl]-6-(1-methylpyrazol-4-yl)triazolo[1,5-a]pyridine-3-carboxamide